O1CCOC2=C1C=CC=C2C2=CC=C(C(=N2)OC)NC2=NC=C(C=C2)CN(C)C [6-(2,3-Dihydro-benzo[1,4]dioxin-5-yl)-2-methoxy-pyridin-3-yl]-(5-dimethylaminomethyl-pyridin-2-yl)-amin